C(C)OC(CCC1(C(N(C(=C1CC(=O)OCC)C1=CC=C(C=C1)F)C1=CC=CC=C1)=O)C)=O 3-(4-(2-ethoxy-2-oxoethyl)-5-(4-fluorophenyl)-3-methyl-2-oxo-1-phenyl-2,3-dihydro-1H-pyrrol-3-yl)propionic acid ethyl ester